4-bromo-2-nitro-5-(oxetan-3-yloxy)aniline BrC1=CC(=C(N)C=C1OC1COC1)[N+](=O)[O-]